FC(CN1N=NC2=C1C=C(C=C2)C=2C(=CN1N=C(N=C(C12)OC([2H])([2H])[2H])N[C@H]1C(CN(CC1)C(C([2H])([2H])[2H])=O)(F)F)F)F (R)-1-(4-((5-(1-(2,2-difluoroethyl)-1H-benzo[d][1,2,3]triazol-6-yl)-6-fluoro-4-(methoxy-d3)pyrrolo[2,1-f][1,2,4]triazin-2-yl)amino)-3,3-difluoropiperidin-1-yl)ethan-1-one-2,2,2-d3